ClC=1C(=NC(=NC1)NC=1C=NN(C1)C)C1=CN(C2=CC(=CC=C12)NC(C=C)=O)C N-[3-[5-chloro-2-[(1-methylpyrazol-4-yl)amino]pyrimidin-4-yl]-1-methyl-indol-6-yl]prop-2-enamide